C(C)C=1NC2=CC=CC=C2C1CCNC=1C2=C(N=C(N1)C=1C=NC=C(C1)F)CN(CC2)C(=O)OC(C)(C)C tert-butyl 4-{[2-(2-ethyl-1H-indol-3-yl)ethyl]amino}-2-(5-fluoropyridin-3-yl)-5H,6H,7H,8H-pyrido[3,4-d]pyrimidine-7-carboxylate